CC1=NC=CC(=C1)C[C@H]1C[C@@H](N(C1=O)C(=O)[O-])C(=O)OCC1=CC=CC=C1 2-benzyl (2R,4S)-4-((2-methylpyridin-4-yl) methyl)-5-oxopyrrolidine-1,2-dicarboxylate